6-methoxy-3-((8-methoxy-2-(1-methyl-1H-pyrazol-4-yl)-2,3-dihydrobenzo[b][1,4]dioxin-6-yl)methyl)-3H-imidazo[4,5-b]pyridine COC=1C=C2C(=NC1)N(C=N2)CC2=CC1=C(OC(CO1)C=1C=NN(C1)C)C(=C2)OC